3-methoxyazetidine COC1CNC1